C(C)N1C2=CC=C(C=C2C=2C=C(C=CC12)C(C)=O)C(C1=C(C=CC=C1)C)=O 1-(9-ethyl-6-(2-methylbenzoyl)-9H-carbazole-3-yl)ethanone